C(#N)CN(C(=O)C1=NN(C=2N(C([C@@H]([C@@H](C21)C2=CC=C(C=C2)F)NC(C2=CC(=CC=C2)C(F)(F)F)=O)=O)CC)C2=CC=CC=C2)C |r| rac-(4R,5R)-N-(cyanomethyl)-7-ethyl-4-(4-fluorophenyl)-N-methyl-6-oxo-1-phenyl-5-(3-(trifluoromethyl)benzamido)-4,5,6,7-tetrahydro-1H-pyrazolo[3,4-b]pyridine-3-carboxamide